C(CCP(C1CCCCC1)C1CCCCC1)P(C1CCCCC1)C1CCCCC1 propane-1,3-diylbis(dicyclohexylphosphorus)